7-oxa-6-thia-5-azaspiro[3.4]octane-5-carboxylic acid tert-butyl ester 6-oxide C(C)(C)(C)OC(=O)N1C2(CCC2)COS1=O